BrC=1N=C2C=C(C(N(C2=CC1)C)=O)C#N 6-bromo-1-methyl-2-oxo-1,2-dihydro-1,5-naphthyridine-3-carbonitrile